6-heptaene CCCCCC=C